CSC1=NC=C(C=N1)C#CCCCC(=O)O 6-(2-(Methylthio)pyrimidin-5-yl)-5-hexynoic acid